CN1N=CC(=C1C1=CC=C(C=C1)NC(=O)[C@H]([C@H](C)C1=CC(=CC=C1)C1=NC(=CN=C1)N1[C@@H]2CO[C@H](C1)C2)NC(=O)C2(CC2)F)C N-[(1S,2R)-1-[[4-(2,4-dimethylpyrazol-3-yl)phenyl]carbamoyl]-2-[3-[6-[(1S,4S)-2-oxa-5-azabicyclo[2.2.1]heptan-5-yl]pyrazin-2-yl]phenyl]propyl]-1-fluoro-cyclopropanecarboxamide